1,3,5-triazine-2,4,6-trithiol N1=C(N=C(N=C1S)S)S